CN1[C@H](CCC1)C(=O)N1CCN(CC1)C=O (4-(methyl-D-prolyl)piperazin-1-yl)methanone